(2,6-dioxopiperidin-3-yl)-5-(2-(hydroxymethyl)morpholinyl)isoindoline-1,3-dione O=C1NC(CCC1N1C(C2=CC=C(C=C2C1=O)N1CC(OCC1)CO)=O)=O